1-((R)-N,4-dimethylphenylsulfonimidoyl)-N-(4-methylbenzyl)pyrrolidine-2-carboxamide CN=[S@](=O)(C1=CC=C(C=C1)C)N1C(CCC1)C(=O)NCC1=CC=C(C=C1)C